4-(2,3-bis(ethoxycarbonyl)guanidino)butylacetamide C(C)OC(=O)N=C(NCCCCCC(=O)N)NC(=O)OCC